6-(2-hydroxy-5-methoxybenzylamino)-3-glucopyranosylpurine OC1=C(CNC2=C3N=CN=C3N(C=N2)C2[C@H](O)[C@@H](O)[C@H](O)[C@H](O2)CO)C=C(C=C1)OC